[(1R)-3-[(2S)-2-[6-[5-[tert-butyl(dimethyl)silyl]oxy-1-tetrahydropyran-2-yl-indazol-3-yl]pyrazin-2-yl]oxypropoxy]-1-methyl-propyl] methanesulfonate CS(=O)(=O)O[C@@H](CCOC[C@H](C)OC1=NC(=CN=C1)C1=NN(C2=CC=C(C=C12)O[Si](C)(C)C(C)(C)C)C1OCCCC1)C